COC(=O)NN(C)C(C1=C(C(=CC(=C1)Cl)C)NC(=O)C1=CC(=NN1C1=NC=CC=C1Cl)Br)=O methyl-2-[2-({[3-bromo-1-(3-chloropyridin-2-yl)-1H-pyrazol-5-yl]carbonyl}amino)-5-chloro-3-methylbenzoyl]-2-methylhydrazinecarboxylate